(R)-N-(4-([1,2,4]triazolo[1,5-c]pyrimidin-7-yloxy)-3-methylphenyl)-5-(7-fluoro-5-methyl-2,5-diazaspiro[3.4]octan-2-yl)-6-methoxyquinazolin-4-amine N=1C=NN2C=NC(=CC21)OC2=C(C=C(C=C2)NC2=NC=NC1=CC=C(C(=C21)N2CC1(C2)N(C[C@@H](C1)F)C)OC)C